diisopropyl-(ethyl)amine C(C)(C)N(CC)C(C)C